(S)-N-methyl-3-(6-methyl-4-(trifluoromethyl)pyridin-2-yl)-N-(6-nitropyridin-2-yl)-2-oxooxazolidine-4-carboxamide CN(C(=O)[C@H]1N(C(OC1)=O)C1=NC(=CC(=C1)C(F)(F)F)C)C1=NC(=CC=C1)[N+](=O)[O-]